rel-(2R,3S)-2,3-dimethyloxirane C[C@H]1O[C@H]1C |o1:1,3|